3-{2-cyano-1-[4-(7H-pyrrolo-[2,3-d]pyrimidin-4-yl)-1H-pyrazol-1-yl]ethyl}-N-(4-methoxyphenyl)benzene-sulfonamide trifluoroacetate FC(C(=O)O)(F)F.C(#N)CC(N1N=CC(=C1)C=1C2=C(N=CN1)NC=C2)C=2C=C(C=CC2)S(=O)(=O)NC2=CC=C(C=C2)OC